2-[3-[4-(6-methyl-2-pyridyl)piperazin-1-yl]-3-oxo-propyl]-3H-quinazolin-4-one CC1=CC=CC(=N1)N1CCN(CC1)C(CCC1=NC2=CC=CC=C2C(N1)=O)=O